C(C)(C)(C)N(C=N)C(C)(C)C di-tert-butylformamidine